FC1=CC=C(C=C1)N1CCC1 1-(4-fluorophenyl)azetidine